C1(CCC1)C1=NC2=C(C(N(C=C2C(F)(F)F)C2=NC(=CC(=C2)C2=C(C=C(C=C2)F)C2=NN=CN2C)C2CC2)=O)N1 2-Cyclobutyl-5-[6-cyclopropyl-4-[4-fluoro-2-(4-methyl-1,2,4-triazol-3-yl)phenyl]pyridin-2-yl]-7-(trifluoromethyl)-3H-imidazo[4,5-c]pyridin-4-one